tridecylfluorosilane C(CCCCCCCCCCCC)[SiH2]F